6-Bromo-N-(6-(4-isopropyl-4H-1,2,4-triazol-3-yl)pyridin-2-yl)-1H-benzo[d]imidazole-2-carboxamide BrC=1C=CC2=C(NC(=N2)C(=O)NC2=NC(=CC=C2)C2=NN=CN2C(C)C)C1